CN1CCN(CC1)C(CC#N)=O 3-(4-methylpiperazin-1-yl)-3-oxopropionitrile